ClC=1N=C(C2=C(N1)C(=C(N=C2)Cl)F)N2C[C@@H]1C[C@@H]([C@H](C2)N1C(=O)OC(C)(C)C)OCC tert-butyl (1S,5S,6S)-3-(2,7-dichloro-8-fluoropyrido[4,3-d]pyrimidin-4-yl)-6-ethoxy-3,8-diazabicyclo[3.2.1]octane-8-carboxylate